4-chloro-2-[1-(2-fluorophenyl)-4-piperidyl]-5-(1H-pyrazol-5-ylmethylamino)pyridazin-3-one ClC=1C(N(N=CC1NCC1=CC=NN1)C1CCN(CC1)C1=C(C=CC=C1)F)=O